N-(4-chloro-2-fluorophenyl)formamide ClC1=CC(=C(C=C1)NC=O)F